FC(C1(CC1)CCOC1=NN(C=C1C(=O)OCC)C(=O)OC(C)(C)C)(F)F 1-(tert-butyl) 4-ethyl 3-(2-(1-(trifluoromethyl) cyclopropyl) ethoxy)-1H-pyrazole-1,4-dicarboxylate